OC1=CC=C(C=2C(C3=CC=CC=C3C(C12)=O)=O)NC1=CC=C(C=C1)C 1-Hydroxy-4-(4-methylanilino)anthracene-9,10-dione